N-[(1S)-2-amino-1-[[(3R)-5,5-dimethyl-2-oxo-pyrrolidin-3-yl]methyl]-2-oxo-ethyl]-2-(7-fluoro-4-methoxy-1H-indole-2-carbonyl)-2-azaspiro[4.5]decane-3-carboxamide NC([C@H](C[C@H]1C(NC(C1)(C)C)=O)NC(=O)C1N(CC2(C1)CCCCC2)C(=O)C=2NC1=C(C=CC(=C1C2)OC)F)=O